P(=O)(OC[N+]1=C(C(=CC=C1)C1=CC(=NO1)CC=1C=NC(=CC1)OCC1=CC(=CC(=C1)F)Cl)N)(O)[O-] (2-amino-3-(3-((6-((3-chloro-5-fluorobenzyl)oxy)pyridin-3-yl)methyl)isoxazol-5-yl)pyridin-1-ium-1-yl)methyl hydrogen phosphate